2-(4-fluorophenyl)-5-methylpyridine FC1=CC=C(C=C1)C1=NC=C(C=C1)C